C(C)N1N=CC(=C1)NC=1N=C(C2=C(N1)NC=C2)O[C@@H]2CNC[C@H]2F (3R,4R)-3-((2-((1-ethyl-1H-pyrazol-4-yl)amino)-7H-pyrrolo[2,3-d]pyrimidin-4-yl)oxy)-4-fluoro-tetrahydropyrrole